N=1NN=NC1NC(=O)C1=CC2=C(C=CCCC2)C=C1 N-(2H-tetrazol-5-yl)-6,7-dihydro-5H-benzo[7]annulene-3-carboxamide